NC1=CC=CC(=N1)S(=O)(=O)NC(=O)C=1C(=NC(=CC1)C1=CC(=CC(=C1)OCC(C)C)F)N1CCCC1 (2S)-1-[3-[(6-Amino-2-pyridyl)sulfonylcarbamoyl]-6-(3-fluoro-5-isobutoxyphenyl)-2-pyridyl]pyrrolidin